FC(SC1=C(N(C2=CC=CC=C12)S(=O)(=O)C1=CC=C(C)C=C1)C1=CC=C(C=C1)OC)F 3-((difluoromethyl)thio)-2-(4-methoxyphenyl)-1-tosyl-1H-indole